5-methoxy-6-methylpicolinamide COC=1C=CC(=NC1C)C(=O)N